N-(3-chloro-5-(methylsulfonamido)phenyl)-5-(5-fluoro-3-((5-fluoropyridin-3-yl)methoxy)pyridin-2-yl)-1-(2,2,2-trifluoroethyl)-1H-pyrrole-3-carboxamide ClC=1C=C(C=C(C1)NS(=O)(=O)C)NC(=O)C1=CN(C(=C1)C1=NC=C(C=C1OCC=1C=NC=C(C1)F)F)CC(F)(F)F